ClC=1N=C(C=2N=C3N(C2N1)CCOC3(C)C)N3CCOCC3 2-chloro-6,6-dimethyl-4-morpholino-8,9-dihydro-6H-[1,4]oxazino[4,3-e]purine